N-{[3-(trifluoromethoxy)phenyl]methyl}-1-{4-[4-({[4-(trifluoromethyl)pyridin-2-yl]methyl}carbamoyl)-1H-1,2,3-triazol-1-yl]butyl}-1H-1,2,3-triazole-4-carboxamide FC(OC=1C=C(C=CC1)CNC(=O)C=1N=NN(C1)CCCCN1N=NC(=C1)C(NCC1=NC=CC(=C1)C(F)(F)F)=O)(F)F